5-(4-((diethylamino)methyl)-3-fluorophenyl)-N-(3-(4-methylpiperazin-1-yl)propyl)thieno[3,2-b]pyridin-7-amine C(C)N(CC)CC1=C(C=C(C=C1)C1=CC(=C2C(=N1)C=CS2)NCCCN2CCN(CC2)C)F